C(C1=CC=CC=C1)N[C@H](C)C1=CC=CC=C1 (R)-N-benzyl-1-phenylethan-1-amine